1-(3-(4-methoxyphenyl)imidazo[1,2-a]Pyrazine-8-yl)benzene-1,4-diamine COC1=CC=C(C=C1)C1=CN=C2N1C=CN=C2C2(CC=C(C=C2)N)N